ClC=1C(=NC=CC1C(F)(F)F)C(=O)O 3-chloro-4-(trifluoromethyl)picolinic acid